C1=C(C=CC2=CC=CC=C12)C=1C2=CC=CC=C2C(=C2C=CC=CC12)C1=CC2=CC=CC=C2C=C1 9,10-di-β-naphthylanthracene